ClC1=NC=C(C(=N1)NC1CCC(CC1)N1CCC(CC1)CCN1CCN(CC1)C=1C=C2C(N(C(C2=CC1)=O)C1C(NC(CC1)=O)=O)=O)C(=O)OCC ethyl 2-chloro-4-((4-(4-(2-(4-(2-(2,6-dioxopiperidin-3-yl)-1,3-dioxoisoindolin-5-yl)piperazin-1-yl)ethyl)piperidin-1-yl)cyclohexyl)amino)pyrimidine-5-carboxylate